6-[6-methoxy-5-(1H-pyrazol-4-yl)pyridin-2-yl]-N-methyl-N-(2,2,6,6-tetramethylpiperidin-4-yl)pyridazin-3-amine COC1=C(C=CC(=N1)C1=CC=C(N=N1)N(C1CC(NC(C1)(C)C)(C)C)C)C=1C=NNC1